(R)-1-(1-((1-fluorocyclopropyl)methyl)-1H-pyrazolo[3,4-c]pyridin-5-yl)ethan-1-amine hydrochloride Cl.FC1(CC1)CN1N=CC=2C1=CN=C(C2)[C@@H](C)N